5-(2,4-difluorophenyl)-4-hydroxy-1H-pyrrole-1,3-dicarboxylic acid 1-(tert-butyl) 3-methyl ester COC(=O)C1=CN(C(=C1O)C1=C(C=C(C=C1)F)F)C(=O)OC(C)(C)C